methyl 5-{3-[(3,5-difluorophenyl)methoxy]-5-hydroxypyridin-2-yl}-1-methylpyrrole-3-carboxylate FC=1C=C(C=C(C1)F)COC=1C(=NC=C(C1)O)C1=CC(=CN1C)C(=O)OC